(2-butyl) pyrophosphate O(P([O-])(=O)OP(=O)([O-])[O-])C(C)CC